C1(CCCC1)N1N=C2C=C(C(=CC2=C1)NC(C1=NC(=CC=C1)C=1C=NN(C1)C)=O)C1CC1 N-(2-cyclopentyl-6-cyclopropyl-2H-indazol-5-yl)-6-(1-methyl-1H-pyrazol-4-yl)picolinamide